C(C)(C)(C)OC(=O)N1CC(C1)C1=CC=C(C=C1)N1N=C(C=C1C(C)C)C(C)C 3-[4-(3,5-diisopropylpyrazol-1-yl)phenyl]azetidine-1-carboxylic acid tert-butyl ester